C1CCC2=C(C=3CCCC3C=C12)NC(=O)O[C@@H](C(=O)OCC)CC1=NC=CC=N1 Ethyl (2R)-2-{[(1,2,3,5,6,7-hexahydro-s-indacen-4-yl)carbamoyl]oxy}-3-(pyrimidin-2-yl)propanoate